O=C1CC=NC=C1 4-oxo-pyridine